N-(3-(azetidin-1-yl)-1H-indazol-5-yl)-5-cyano-3-methylpicolinamide N1(CCC1)C1=NNC2=CC=C(C=C12)NC(C1=NC=C(C=C1C)C#N)=O